ClC1=CNC=2N=C(N=C(C21)NC2CCCC2)NC2=C(C=C(C=C2)S(=O)(=O)C)OC 5-chloro-N4-cyclopentyl-N2-(2-methoxy-4-(methylsulfonyl)phenyl)-7H-pyrrolo[2,3-d]pyrimidine-2,4-diamine